5-amino-7-methoxy-2,3-dihydroimidazo[1,2-c]Quinazolin-8-ol NC1=NC=2C(=C(C=CC2C=2N1CCN2)O)OC